4-[(1S)-1-aminoethyl]-2-{6-[(5S)-5-ethyl-6,7-dihydro-5H-pyrrolo[2,1-c][1,2,4]triazol-3-yl]pyridin-2-yl}-6-[(2R)-2-methylpyrrolidin-1-yl]-2,3-dihydro-1H-pyrrolo[3,4-c]pyridin-1-one N[C@@H](C)C1=NC(=CC2=C1CN(C2=O)C2=NC(=CC=C2)C=2N1C(=NN2)CC[C@@H]1CC)N1[C@@H](CCC1)C